2,2-Difluoroethyl (5-(4-oxo-3,4-dihydrophthalazin-1-yl)-1H-benzimidazol-2-yl)carbamate O=C1NN=C(C2=CC=CC=C12)C1=CC2=C(NC(=N2)NC(OCC(F)F)=O)C=C1